C1(CC1)C1=CC(=NN1)NC1=NC(=NC=C1)N1CC2(C1)CCCNC2 N-(5-cyclopropyl-1H-pyrazol-3-yl)-2-(2,8-diazaspiro[3.5]non-2-yl)pyrimidin-4-amine